ClC=1C=C2C(CC(C2=CC1Cl)=C(C#N)C#N)=O 2-(5,6-dichloro-3-oxo-2,3-dihydro-1H-indene-1-ylidene)malononitrile